C(CCC)N1CCN(CC1)C=CC(=O)NC=1SC2=C(N1)C=C(C(=C2)OC)OC 3-(4-butylpiperazin-1-yl)-N-(5,6-dimethoxybenzo[d]thiazol-2-yl)propenamide